trimethoxy(3-thiocyanatopropyl)silane CO[Si](CCCSC#N)(OC)OC